ClC=1C=CC2=C(N=C(S2)C2(CCN(CC2)C)O)C1 4-(5-chloro-1,3-benzothiazol-2-yl)-1-methyl-piperidin-4-ol